COC1=C2C(=NC(N(C2=CC(=C1)C(F)(F)F)C=1C(=NC=CC1)C)=O)NCC#C 5-methoxy-1-(2-methylpyridin-3-yl)-4-(prop-2-yn-1-ylamino)-7-(trifluoromethyl)quinazolin-2(1H)-one